N-(4-fluoro-5-(((2S,4R)-4-((4-methoxypyrimidin-2-yl)oxy)-2-methylpyrrolidin-1-yl)methyl)thiazol-2-yl)acetamide FC=1N=C(SC1CN1[C@H](C[C@H](C1)OC1=NC=CC(=N1)OC)C)NC(C)=O